(4R)-5-tert-butoxy-4-(9H-fluoren-9-ylmethoxycarbonylamino)-5-oxo-pentanoic acid C(C)(C)(C)OC([C@@H](CCC(=O)O)NC(=O)OCC1C2=CC=CC=C2C=2C=CC=CC12)=O